2-ethyl-N-[(1S)-1-(4-methylcyclohexyl)-2-oxo-2-[[1-(2-trimethylsilylethoxymethyl)pyrazol-4-yl]amino]ethyl]pyrazole-3-carboxamide C(C)N1N=CC=C1C(=O)N[C@H](C(NC=1C=NN(C1)COCC[Si](C)(C)C)=O)C1CCC(CC1)C